N-(2-(2-(1,1-difluoroprop-2-yloxy)pyrimidin-4-yl)-1H-pyrrolo[3,2-c]pyridin-6-yl)-1-methyl-1H-pyrazole-4-carboxamide FC(C(C)OC1=NC=CC(=N1)C1=CC=2C=NC(=CC2N1)NC(=O)C=1C=NN(C1)C)F